Cl.NCC1=CC=C(C=C1)CCCC(=O)N[C@H](C(=O)N1[C@@H](C[C@H](C1)O)C(=O)NCC1=CC=C(C=C1)C1=C(N=CS1)C)C(C)(C)C (2S,4R)-1-[(2S)-2-[4-[4-(aminometh-yl)phenyl]butan-amido]-3,3-dimethylbutanoyl]-4-hydroxy-N-[[4-(4-methyl-1,3-thiazol-5-yl)phenyl]meth-yl]pyrrolidine-2-carboxamide hydrochloride